C(=C)C1CCCCC1 2-vinylcyclohexane